CC1=C(SC2=C1N=NC=C2NCC=2SC=CC2)CC#N 2-(7-methyl-4-{[(thiophen-2-yl)methyl]amino}thieno[3,2-c]pyridazin-6-yl)acetonitrile